1-methyl-2-(trifluoromethyl)piperazine (2S,5R)-benzyl-2-(((tert-butyldiphenylsilyl)oxy)methyl)-5-(8-chloroimidazo[1,5-a]pyrazin-3-yl)piperidine-1-carboxylate C(C1=CC=CC=C1)OC(=O)N1[C@@H](CC[C@H](C1)C1=NC=C2N1C=CN=C2Cl)CO[Si](C2=CC=CC=C2)(C2=CC=CC=C2)C(C)(C)C.CN2C(CNCC2)C(F)(F)F